5-Bromo-7-(1H-pyrazol-1-yl)quinoline BrC1=C2C=CC=NC2=CC(=C1)N1N=CC=C1